Ethyl 3-(5-(3-(5-(5-azido-4,4-difluoro-1-(3-iodophenyl)pentyl)-1H-imidazol-2-yl)-4-fluorophenoxy)-6-fluoro-1H-indol-4-yl)propanoate N(=[N+]=[N-])CC(CCC(C1=CC(=CC=C1)I)C1=CN=C(N1)C=1C=C(OC=2C(=C3C=CNC3=CC2F)CCC(=O)OCC)C=CC1F)(F)F